Cl.CC1=C(C=CC=C1OC([2H])([2H])[2H])[C@H]1NCCC1C1CCN(CC1)CC(=O)N 2-[4-[(2S)-2-[2-Methyl-3-(trideuteriomethoxy)phenyl]pyrrolidin-3-yl]-1-piperidyl]acetamide hydrochloride